FC1(CC(C1)C1=CC(=C(C=C1F)N1C(C=CC2=CC(=C(C=C12)F)S(=O)(=O)NC1=NOC=C1)=O)OC)F (P)-1-(4-(3,3-DIFLUOROCYCLOBUTYL)-5-FLUORO-2-METHOXYPHENYL)-7-FLUORO-N-(ISOXAZOL-3-YL)-2-OXO-1,2-DIHYDROQUINOLINE-6-SULFONAMIDE